methyl (S)-2-((2-(2-fluoro-4-(methylcarbamoyl)phenyl)-7-(methyl-d3)imidazo[1,2-a]pyridin-3-yl)methyl)morpholine-4-carboxylate FC1=C(C=CC(=C1)C(NC)=O)C=1N=C2N(C=CC(=C2)C([2H])([2H])[2H])C1C[C@H]1CN(CCO1)C(=O)OC